6-hydroxy-3-azabicyclo[3.2.0]heptan-3-yl-2-2-methylpyrimidin-5-yloxy-9H-pyrimido[4,5-b]indol-8-ylmethylcarbamate OC1C2CN(CC2C1)N(C([O-])=O)CC=1C=CC=C2C3=C(NC12)N=C(N=C3)OC=3C=NC(=NC3)C